CC1=C(C=C(C(=O)NC=2C=NC=C(C2)C(F)(F)F)C=C1)[C@H]1CN(CC1)C=1C(=NC=CC1)[N+](=O)[O-] (s)-4-methyl-3-(1-(2-nitropyridin-3-yl)pyrrolidin-3-yl)-N-(5-(trifluoromethyl)pyridin-3-yl)benzamide